C(C)OC(=O)C=1C=NN(C1C(F)(F)F)C=1C=2C3=C(C(NC3=CC1)=C=O)C=CC2.C2N(CCC1=CC=CC=C21)C(=O)C2=NNC1=CC=C(C=C21)C=2C(=NC=CC2)F (3,4-dihydroisoquinolin-2(1H)-yl)(5-(2-fluoropyridin-3-yl)-1H-indazol-3-yl)methanone Ethyl-1-(2-carbonyl-1,2-dihydrobenzo[cd]indol-6-yl)-5-(trifluoromethyl)-1H-pyrazole-4-carboxylate